C(C)NCC1=CC(=NC(=C1)C(F)(F)F)O[C@H]1CC[C@H](CC1)N1CC(C1)(N1N=CC(=C1)C=1C2=C(N=CN1)NC=C2)CC#N {1-(cis-4-{[4-[(ethylamino)methyl]-6-(trifluoro-methyl)pyridin-2-yl]oxy}cyclohexyl)-3-[4-(7H-pyrrolo[2,3-d]pyrimidin-4-yl)-1H-pyrazol-1-yl]azetidin-3-yl}acetonitrile